NC1=NC(=NC=C1[N+](=O)[O-])C=1C=C(C=C(C1)Cl)[C@@H]1COCCN1C(C=C)=O (R)-1-(3-(3-(4-amino-5-nitropyrimidin-2-yl)-5-chlorophenyl)morpholino)prop-2-en-1-one